N=1C=CN2C1C=CC(=C2)C2=CC=C(C=C2)S(=O)(=N)[C@@H]2CC[C@H](CC2)NC2=CC=C(C=C2)S(F)(F)(F)(F)F (-)-(4-{imidazo[1,2-a]pyridin-6-yl}phenyl)[trans-4-{[4-(pentafluoro-λ6-sulfanyl)phenyl]Amino}cyclohexyl](imino)-λ6-sulfanone